The molecule is a C21-steroid that is pregnane which contains a double bond between positions 4 and 5 and is substituted by an oxo group at position 3 and a hydroxy group at position 20. It is a C21-steroid, a 3-oxo-Delta(4) steroid and a 20-hydroxy steroid. It derives from a hydride of a pregnane. CC([C@H]1CC[C@@H]2[C@@]1(CC[C@H]3[C@H]2CCC4=CC(=O)CC[C@]34C)C)O